methyl 5-((2-aminoethyl)carbamoyl)-2-(2-(3,4-difluorophenyl)butanamido)-4-methylthiophene-3-carboxylate NCCNC(=O)C1=C(C(=C(S1)NC(C(CC)C1=CC(=C(C=C1)F)F)=O)C(=O)OC)C